C(C)N1N=C(CCC1=O)C Ethyl-6-methyl-4,5-dihydropyridazin-3(2H)-one